Hexanide [CH2-]CCCCC